CC1=C(C(=CC(=C1)C#CC)C)C1C(CC2(CCN(CC2)C(C(C)=NOC)=O)CC1=O)=O 9-(2,6-DIMETHYL-4-PROP-1-YNYL-PHENYL)-3-(2-METHOXYIMINOPROPANOYL)-3-AZASPIRO[5.5]UNDECANE-8,10-DIONE